3-(5-piperazin-1-ylpyrazolo[1,5-a]pyrimidin-3-yl)pyridin-2-ol N1(CCNCC1)C1=NC=2N(C=C1)N=CC2C=2C(=NC=CC2)O